4-methyl-3-{2-[2-(morpholin-4-yl)-6-[(3R)-4,4,4-trifluoro-3-hydroxybut-1-yn-1-yl]pyridin-4-yl]phenyl}-2-(trifluoromethyl)pyridine-4-carboxamide CC1(C(C(=NC=C1)C(F)(F)F)C1=C(C=CC=C1)C1=CC(=NC(=C1)C#C[C@H](C(F)(F)F)O)N1CCOCC1)C(=O)N